NCC=1N=C(OC1)C=1C(=NC=NC1)NC1=CC(=C(C=C1)OC1=CC2=C(N(C=N2)C)C=C1)C 5-(4-(aminomethyl)oxazol-2-yl)-N-(3-methyl-4-((1-methyl-1H-benzimidazol-5-yl)oxy)phenyl)pyrimidin-4-amine